N(=[N+]=[N-])C1CC2(CN(C2)C(=O)OC(C)(C)C)C1 tert-butyl 6-azido-2-azaspiro[3.3]heptane-2-carboxylate